1-(4-chloro-1-phenyl-3-(tetrahydro-2H-pyran-4-yl)-1H-pyrazol-5-yl)-3-((3S,4R)-4-(3,4-difluorophenyl)-1-(2-methoxyethyl)pyrrolidin-3-yl)urea ClC=1C(=NN(C1NC(=O)N[C@@H]1CN(C[C@H]1C1=CC(=C(C=C1)F)F)CCOC)C1=CC=CC=C1)C1CCOCC1